(S)-2-((2-((2-allyl-3-isopropoxy-2H-indazol-6-yl)amino)-5-(3-(quinuclidin-4-yl)-1,2,4-oxadiazol-5-yl)pyrimidin-4-yl)amino)-2-phenylethan-1-ol C(C=C)N1N=C2C=C(C=CC2=C1OC(C)C)NC1=NC=C(C(=N1)N[C@H](CO)C1=CC=CC=C1)C1=NC(=NO1)C12CCN(CC1)CC2